BrC=1C(=NC(=C(C1)C=1C=C2C(=NC=NC2=CC1)C)C1=CC=C(C=C1)F)N 3-bromo-6-(4-fluorophenyl)-5-(4-methyl-quinazolin-6-yl)pyridin-2-amine